(S)-N-(1-Cyclopropyl-2-(3-hydroxyazetidin-1-yl)ethyl)-4-fluoro-N,3-dimethylbenzamide C1(CC1)[C@@H](CN1CC(C1)O)N(C(C1=CC(=C(C=C1)F)C)=O)C